(S)-5-(6-(tert-butylamino)-4-(trifluoromethyl)pyridin-3-yl)-N-((1-hydroxycyclobutyl)methyl)-4-(2-methylpyrrolidine-1-carbonyl)thiazole-2-carboxamide C(C)(C)(C)NC1=CC(=C(C=N1)C1=C(N=C(S1)C(=O)NCC1(CCC1)O)C(=O)N1[C@H](CCC1)C)C(F)(F)F